methyl 1-((4-(1-(2,6-dichlorophenyl)azetidin-3-yl)naphthalen-1-yl)methyl)piperidine-4-carboxylate ClC1=C(C(=CC=C1)Cl)N1CC(C1)C1=CC=C(C2=CC=CC=C12)CN1CCC(CC1)C(=O)OC